C(CC#C)C1C(OC2=C(C(=N1)C=1C=NC3=CC=CC=C3C1)C=CC=C2F)(C)C but-3-yn-1-yl-9-fluoro-2,2-dimethyl-5-(quinolin-3-yl)-2,3-dihydro-1,4-benzoxazepine